Bis(3-dimethylaminopropyl)ethyl-tin CN(CCC[Sn](CC)CCCN(C)C)C